(2R,4R)-2-(4-(2-(tert-butyl)phenyl)piperidine-1-carbonyl)-4-hydroxypyrrolidine C(C)(C)(C)C1=C(C=CC=C1)C1CCN(CC1)C(=O)[C@@H]1NC[C@@H](C1)O